N1CC(C1)N1CC2(C1)CC(C2)N2N=C(C=1C2=NC=NC1N)C1=CC=C(C=C1)OC1=CC=CC=C1 1-(2-(azetidine-3-yl)-2-azaspiro[3.3]heptane-6-yl)-3-(4-phenoxyphenyl)-1H-pyrazolo[3,4-d]pyrimidin-4-amine